O1CC(C1)N1C(=NC=C1)C(=O)O 1-(oxetan-3-yl)-1H-imidazole-2-carboxylic acid